monocalcium phosphate-hydrate O.P(=O)([O-])([O-])O.[Ca+2]